(Z)-1-(1-(2-(2-ethoxyethoxy)ethoxy)prop-1-en-2-yl)-4-(3-(2-(2-ethoxyethoxy)ethoxy)prop-1-en-2-yl)benzene C(C)OCCOCCO\C=C(\C)/C1=CC=C(C=C1)C(=C)COCCOCCOCC